C(#N)[C@H](C[C@@H]1C(NCCC1)=O)NC(=O)[C@H]1N([C@@H]2CC([C@H]1CC2)(F)F)C([C@@H](CC2CC2)NC=2C=NN(C2)C)=O (1S,3S,4S)-N-((S)-1-cyano-2-((R)-2-oxopiperidin-3-yl)ethyl)-2-((R)-3-cyclopropyl-2-((1-methyl-1H-pyrazol-4-yl)amino)propanoyl)-5,5-difluoro-2-azabicyclo[2.2.2]octane-3-carboxamide